CN1C(=NC2=C1C=CC=C2)S(=O)(=O)C 1-methyl-2-methylsulfonyl-benzimidazole